C(CCCCC)C=1C(=C(C(=O)N)C=CC1)O hexyl-2-hydroxybenzamide